6-bromo-5-fluoro-2-((2-(trimethylsilyl)ethoxy)methyl)-2H-indazole BrC=1C(=CC2=CN(N=C2C1)COCC[Si](C)(C)C)F